4-pentyl-4'-trifluoromethoxybicyclohexane C(CCCC)C1CCC(CC1)C1CCC(CC1)OC(F)(F)F